CN(C(CNC(CCC)=O)=O)CC(NC=1SC2=C(N1)C=CC(=C2)OC(F)(F)F)=O N-(2-(methyl(2-oxo-2-((6-(trifluoromethoxy)benzo[d]thiazol-2-yl)amino)ethyl)amino)-2-oxoethyl)butyramide